Rel-N-(6-amino-5-ethyl-3-pyridyl)-2-[(2S,5R)-2-(1H-Indazol-5-yl)-5-methyl-1-piperidyl]-2-oxo-acetamide NC1=C(C=C(C=N1)NC(C(=O)N1[C@@H](CC[C@H](C1)C)C=1C=C2C=NNC2=CC1)=O)CC |o1:12,15|